2-(2-fluorobenzylamino)-6-hydroxypurine FC1=C(CNC2=NC(=C3NC=NC3=N2)O)C=CC=C1